5-((4-(Ethoxymethyl)piperidin-1-yl)methyl)-1-(2-(trifluoromethyl)pyridin-4-yl)-1H-pyrrolo[2,3-b]pyridine C(C)OCC1CCN(CC1)CC=1C=C2C(=NC1)N(C=C2)C2=CC(=NC=C2)C(F)(F)F